C1[C@@H]2[C@@H](C2C(=O)O)CO1 trans-3-oxabicyclo[3.1.0]hexane-6-carboxylic acid